C(=O)(O)[C@H](O)[C@@H](O)C(=O)O.[C-]1(C=CC=C1)CCN.[CH-]1C=CC=C1.[Fe+2] ferrocenylethylamine L-tartrate